C(C=C)(=O)NC(C(C)C)S(=O)(=O)O acrylamido-2-methyl-1-propanesulfonic acid